COC(=O)C1=CN=CN1C1=C(C=C(C(=C1)C(NC1=NC(=CC=C1)C1=NN=CN1CC1CC1)=O)F)F.BrC=1C=C(C=CC1)N1C2=CC=CC=C2C=2C=CC=CC12 9-(3-bromophenyl)carbazole methyl-1-(5-((6-(4-(cyclopropylmethyl)-4H-1,2,4-triazol-3-yl)pyridin-2-yl)carbamoyl)-2,4-difluorophenyl)-1H-imidazole-5-carboxylate